Cl.NC1=C(C(=CC=C1)OC)NS(=O)(=O)C=1C=NC(=CC1C)N1C=NC(=C1)C N-(2-amino-6-methoxy-phenyl)-4-methyl-6-(4-methylimidazol-1-yl)pyridine-3-sulfonamide hydrochloride